tert-Butyl 3-(7-bromo-5-(trifluoromethoxy)benzo[d]oxazol-2-yl)-3,9-diazabicyclo[3.3.1]nonane-9-carboxylate BrC1=CC(=CC=2N=C(OC21)N2CC1CCCC(C2)N1C(=O)OC(C)(C)C)OC(F)(F)F